2,2,2-Trichloroethyl ((2-(benzo[d][1,3]dioxol-5-yl)propanoyl)oxy)carbamate O1COC2=C1C=CC(=C2)C(C(=O)ONC(OCC(Cl)(Cl)Cl)=O)C